FC1(CCC(CC1)CNC1=C(C=C(C=C1)S(=O)(=O)NC(C1=C(C=CC=C1)OC=1C=C2C(=NC1)NC=C2)=O)[N+](=O)[O-])F N-[(4-{[(4,4-difluorocyclohexyl)methyl]amino}-3-nitrophenyl)sulfonyl]-2-{1H-pyrrolo[2,3-b]pyridin-5-yloxy}benzamide